6-(3-(2-bromophenyl)piperazin-1-yl)-N-cyclopropylpyrimidin-4-amine BrC1=C(C=CC=C1)C1CN(CCN1)C1=CC(=NC=N1)NC1CC1